rac-(4R,5R)-4-azido-2-(methoxymethyl)-4,5,6,7-tetrahydropyrazolo[1,5-a]pyridin-5-ol N(=[N+]=[N-])[C@@H]1C=2N(CC[C@H]1O)N=C(C2)COC |r|